FC1=C(C=CC=C1S(=O)(=O)C)C1=NC=C(C(=C1)N1C(C=CC=C1C)=O)C 2'-(2-fluoro-3-(methylsulfonyl)phenyl)-5',6-dimethyl-2H-[1,4'-bipyridin]-2-one